5-(5-{2-[1-(2-amino-6-bromo-1,3-benzodiazol-1-yl)-6-azabicyclo[3.2.1]octan-6-yl]ethoxy}-1-methylpyrazol-4-yl)-1-methyl-6-oxopyridine-3-carboxylic acid NC1=NC2=C(N1C13CCCC(N(C1)CCOC1=C(C=NN1C)C1=CC(=CN(C1=O)C)C(=O)O)C3)C=C(C=C2)Br